BrC1=C(C(=O)O)C=C(C=C1)NC(=O)OC(C)(C)C 2-bromo-5-((tert-butoxycarbonyl)amino)benzoic acid